1-(4-((3-chloro-1H-pyrrolo[2,3-B]pyridin-4-yl)oxy)-2-fluorophenyl)-3-(4-(((1R,5S)-3-methyl-3,8-diazabicyclo[3.2.1]octan-8-yl)methyl)-3-(trifluoromethyl)phenyl)urea ClC1=CNC2=NC=CC(=C21)OC2=CC(=C(C=C2)NC(=O)NC2=CC(=C(C=C2)CN2[C@H]1CN(C[C@@H]2CC1)C)C(F)(F)F)F